2-(1-(2-cyanophenyl)-1-(1-methyl-1H-pyrazol-4-yl)propan-2-yl)-1-ethyl-5-methoxy-6-oxo-1,6-dihydropyrimidine-4-carboxylic acid ethyl ester C(C)OC(=O)C=1N=C(N(C(C1OC)=O)CC)C(C(C=1C=NN(C1)C)C1=C(C=CC=C1)C#N)C